CC1(N(C[C@H](C1)CCCN1N=NN=C1CNC1=NC(=CC=C1)S(N)(=O)=O)C(=O)OC(C)(C)C)C tert-butyl (4S)-2,2-dimethyl-4-[3-[5-[[(6-sulfamoyl-2-pyridyl)amino]methyl]tetrazol-1-yl]propyl]pyrrolidine-1-carboxylate